N1N(CN(C=C1)N)N [1,2,4]triazine-2,4-diamine